1-phenyl-3-(4-ethoxyphenyl)-5-(4-hydroxyphenyl)-pyrazoline C1(=CC=CC=C1)N1NC(=CC1C1=CC=C(C=C1)O)C1=CC=C(C=C1)OCC